Lactoylpterin C(C(O)C)(=O)NC1=NC2=NC=CN=C2C(N1)=O